N-(2-(1-(1-hydroxyisoquinolin-4-yl)ethylamino)ethyl)acetamide ethyl-2-methylpentanoate C(C)OC(C(CCC)C)=O.OC1=NC=C(C2=CC=CC=C12)C(C)NCCNC(C)=O